C(C)C=1C(=CC=C2C=C(C=C(C12)C1=C(C=2N=C(N=C(C2C=N1)N1C[C@@H](CCC1)NC(C)=O)OC[C@]12CCCN2C[C@@H](C1)F)F)O)F N-((R)-1-(7-(8-Ethyl-7-fluoro-3-hydroxynaphthalen-1-yl)-8-fluoro-2-(((2R,7aS)-2-fluorotetrahydro-1H-pyrrolizin-7a(5H)-yl)methoxy)pyrido[4,3-d]pyrimidin-4-yl)piperidin-3-yl)acetamide